[Pm].C(CCC=C)[C@@](N)(C)C(=O)O (S)-2-(4-pentenyl)alanine Promethium